C(CCCCC)C1=CC=C(S1)C=1SC(=CC1)C=1SC(=CC1)C=1SC(=CC1)CCCCCC 5,5'''-dihexyl-2,2':5',2'':5'',2'''-quaterthiophene